CCC(C)[C@H]1C(=O)N[C@H](C(=O)C(C(=O)O[C@H](C(=O)O[C@@H]([C@@H](C(=O)O[C@H](C(=O)O1)C)NC(=O)C2=C(C(=CC=C2)NC=O)O)C)CC(C)C)(C)C)CC(C)C The molecule is a cyclodepsipeptide isolated from Streptomyces and Kitasatospora and has been shown to exhibit antimicrobial and antineoplastic activity. It has a role as a metabolite, an antimicrobial agent and an antineoplastic agent. It is a member of benzamides, a cyclodepsipeptide, a member of formamides and a member of phenols.